N1(CCC(CC1)N1CCN(CC1)C1=CC=C(C=C1)N1C(NC(CC1)=O)=O)C1CCNCC1 1-(4-(4-([1,4'-Bipiperidin]-4-yl)piperazin-1-yl)phenyl)dihydropyrimidine-2,4(1H,3H)-dione